trans-folate C(CC[C@@H](C(=O)O)NC(=O)C1=CC=C(NCC2=CN=C3N=C(N)NC(=O)C3=N2)C=C1)(=O)[O-]